N-((1-((3,3-Difluorocyclobutyl)methyl)pyrrolidin-3-yl)methyl)-1-(3-(4-Methoxyphenyl)-1,2,4-oxadiazol-5-yl)piperidin-4-carboxamid FC1(CC(C1)CN1CC(CC1)CNC(=O)C1CCN(CC1)C1=NC(=NO1)C1=CC=C(C=C1)OC)F